(S)-2-ethynylmorpholine C(#C)[C@H]1CNCCO1